2,5-diethoxy-4-p-tolylthiobenzene fluoroborate F[B-](F)(F)F.C(C)OC1=CC=C(C(=C1)SC1=CC=C(C=C1)C)OCC